O1COC2=NC(=CC=C21)C(C)O 1-([1,3]dioxolo[4,5-b]pyridin-5-yl)ethan-1-ol